NC1=CC=CC=2C(C=C(OC21)C2=NN=NN2)=O 8-amino-4-oxo-2-(5-1H-tetrazolyl)-4H-1-benzopyran